cis-N1-(5-(quinoxalin-6-yl)pyrrolo[2,1-f][1,2,4]triazin-2-yl)cyclobutane-1,3-diamine N1=CC=NC2=CC(=CC=C12)C=1C=CN2N=C(N=CC21)N[C@@H]2C[C@@H](C2)N